C1(CC1)S(=O)(=O)NC=1SC=C(N1)C(CC)NC(C1=CC=C(C=C1)C=1C=NC=C(C1)F)=O N-(1-(2-(cyclopropanesulfonamido)thiazol-4-yl)propyl)-4-(5-fluoropyridin-3-yl)benzamide